O=C1NC(CCC1N1C(C2=CC=CC(=C2C1)NCCCCCC(=O)N1CCN(CC1)C1=NC=C(C(=O)N2CCC(CC2)CCCCNC(\C=C\C=2C=NC=CC2)=O)C=C1)=O)=O (E)-N-(4-(1-(6-(4-(6-((2-(2,6-dioxopiperidin-3-yl)-1-oxoisoindolin-4-yl)amino)hexanoyl)piperazin-1-yl)nicotinoyl)piperidin-4-yl)butyl)-3-(pyridin-3-yl)acrylamide